S(C1=C(C=CC=C1C)C)C1=C(C=CC=C1C)C 4,4'-thio-bis(3,5-dimethylbenzene)